IC1=CC2=C(NN=N2)C=C1I 5,6-diiodobenzotriazole